C1(CC1)C1=NN(C=C1C1=NC(=C(C=C1)F)C)[C@@H]1C[C@H](C1)COC=1C=C2CN(C(C2=CC1)=O)C1C(NC(CC1)=O)=O 3-(5-((Trans-3-(3-cyclopropyl-4-(5-fluoro-6-methylpyridin-2-yl)-1H-pyrazol-1-yl)cyclobutyl)methoxy)-1-oxoisoindolin-2-yl)piperidine-2,6-dione